NCC1=CC=C(C=C1)N1CCC(CC1)O 1-[4-(aminomethyl)phenyl]piperidin-4-ol